C12(CCC(CC1)CC2)C2=NOC(=C2C(=O)N2C=NC=C2)C2CC2 3-[bicyclo[2.2.2]oct-1-yl]-5-cyclopropyl-4-[(1H-imidazol-1-yl)carbonyl]-1,2-oxazole